(2-(pentan-3-yloxy)phenyl)(p-tolyl)sulfane CCC(CC)OC1=C(C=CC=C1)SC1=CC=C(C=C1)C